2-(5-(4-fluoro-2-(4-isopropylpyrimidin-5-yl)phenoxy)pyrimidin-4-yl)-2,7-diazaspiro[3.5]nonane FC1=CC(=C(OC=2C(=NC=NC2)N2CC3(C2)CCNCC3)C=C1)C=1C(=NC=NC1)C(C)C